[Fe+6].CC(C(=O)[O-])(C(=O)[O-])C.CC(C(=O)[O-])(C(=O)[O-])C.CC(C(=O)[O-])(C(=O)[O-])C Tri(dimethyl malonate) iron